C(C)(C)(C)CCCCBr tert-butyl-4-bromobutane